butane dihydrochloride Cl.Cl.CCCC